(1S,3R)-N-((S)-1-(5-(2-Methoxychinolin-3-yl)-1H-imidazol-2-yl)-7-oxononyl)-5-methyl-5-azaspiro[2.4]heptan-1-carboxamid COC1=NC2=CC=CC=C2C=C1C1=CN=C(N1)[C@H](CCCCCC(CC)=O)NC(=O)[C@H]1C[C@]12CN(CC2)C